calcium SILICATE HYDRATE O.[Si]([O-])([O-])([O-])[O-].[Ca+2].[Ca+2]